C(C)OC(=O)C=1[C@@H](N=C(NC1CBr)C=1SC=CN1)C1=C(C(=CC=C1)F)Cl (R)-6-(bromomethyl)-4-(2-chloro-3-fluorophenyl)-2-(thiazol-2-yl)-1,4-dihydropyrimidine-5-carboxylic acid ethyl ester